C(C1=CC=CC=C1)OC=1C=NC(=NC1)N1CCNCCC1 1-(5-(benzyloxy)pyrimidin-2-yl)-1,4-diazacycloheptane